2-fluoro-2-methylpropanamide FC(C(=O)N)(C)C